C(=O)(C=C)N[C@@H](CCSC)C(=O)O Acrylmethionine